FC=1C(=C(C=CC1)C)C=1C(=C(C(=O)O)C=CC1)N (3-fluoro-2-tolyl)-aminobenzoic acid